(9S)-4,5,13-trimethyl-9-(oxazol-2-ylmethyl)-3-thia-1,8,11,12-tetrazatricyclo[8.3.0.02,6]trideca-2(6),4,10,12-tetraen-7-one CC=1SC=2N3C(=NN=C3[C@@H](NC(C2C1C)=O)CC=1OC=CN1)C